3-iminopyridine N=C1CN=CC=C1